CC1=C(C=C(C(=C1)OC(C)C)C(C)C)C(=C)C1=CC=C(C(=O)O)C=C1 4-{1-[2-methyl-5-(propan-2-yl)-4-(propan-2-yloxy)phenyl]ethenyl}benzoic Acid